ClC1=C(C=CC(=C1)OC1=CC=NC2=CC(=C(C=C12)OC)OC)NC(=O)NC1=NOC(=C1)C N-[2-Chloro-4-(6,7-dimethoxyquinolin-4-yloxy)phenyl]-N'-(5-methylisoxazol-3-yl)urea